N1C=NC(=C1)C1=CN=C2C(N(C(=NN21)C=2C=NN(C2)CCNC(=O)C2CC2)C(C)C)=O N-(2-(4-(7-(1H-imidazol-4-yl)-3-isopropyl-4-oxo-3,4-dihydroimidazo[2,1-f][1,2,4]triazin-2-yl)-1H-pyrazol-1-yl)ethyl)cyclopropanecarboxamide